N-(2-(2-((2-methoxy-4-morpholinylphenyl)amino)quinazolin-8-yl)pyridin-4-yl)acrylamide COC1=C(C=CC(=C1)N1CCOCC1)NC1=NC2=C(C=CC=C2C=N1)C1=NC=CC(=C1)NC(C=C)=O